5-((4-(7-chloro-[1,2,4]triazolo[1,5-a]pyridin-6-yl)piperidin-1-yl)sulfonyl)imidazo[2,1-b]thiazole ClC1=CC=2N(C=C1C1CCN(CC1)S(=O)(=O)C1=CN=C3SC=CN31)N=CN2